C(C)(C)(C)C1N(CC[C@H]1N)C(=O)OC(C)C1=NC=2C(=C3C(=NC2)N(C=C3)S(=O)(=O)C3=CC=CC=C3)N1C1CN(CC1)S(=O)(=O)CC 1-(1-(1-(ethylsulfonyl)pyrrolidin-3-yl)-6-(phenylsulfonyl)-1,6-dihydroimidazo[4,5-d]Pyrrolo[2,3-b]Pyridin-2-yl)ethanol tert-butyl-(3R)-3-aminopyrrolidine-1-carboxylate